S1C=NC(=C1)C=1C(=C2C(=NC1)N(C=C2)COCC[Si](C)(C)C)N[C@H]2CN(CCC2)C(=O)OC(C)(C)C tert-butyl (R)-3-((5-(thiazol-4-yl)-1-((2-(trimethylsilyl)ethoxy)methyl)-1H-pyrrolo[2,3-b]pyridin-4-yl)amino)piperidine-1-carboxylate